O1C(COC2=C1C=CC=C2)C2=CC=C(CN1CCC(CC1)NC(=O)N)C=C2 1-{1-[4-(2,3-dihydro-1,4-benzodioxin-2-yl)benzyl]piperidin-4-yl}urea